CCCCCCCC\C=C/CCCCCCCCCC Z-9-eicosene